(3R*,4R*)-1-Cyclopropylmethyl-4-{[3-(2,4-difluoro-phenyl)-isoxazole-5-carbonyl]-amino}-piperidine-3-carboxylic acid ((1R*,2S*)-2-phenyl-cyclopropyl)-amide C1(=CC=CC=C1)[C@H]1[C@@H](C1)NC(=O)[C@@H]1CN(CC[C@H]1NC(=O)C1=CC(=NO1)C1=C(C=C(C=C1)F)F)CC1CC1 |o1:6,7,12,17|